CN1C(NC=C1)=O methyl-2-oxo-2,3-dihydro-1H-imidazol